C1=COC(=C1)C2=C(OC=C2)C3=CC=CO3 terfuran